O=C1NC(CCC1N1C(C2=CC=CC(=C2C1=O)NCCCC(=O)NC=1C(=CC(=C(C(=O)NC2=NC(=CC=C2)C2=NN=CN2C(C)C)C1)F)F)=O)=O 5-(4-((2-(2,6-dioxopiperidin-3-yl)-1,3-dioxoisoindolin-4-yl)amino)butanamido)-2,4-difluoro-N-(6-(4-isopropyl-4H-1,2,4-triazol-3-yl)pyridin-2-yl)benzamide